2,3,4-trimethoxy-amphetamine COC1=C(CC(N)C)C=CC(=C1OC)OC